(4-hydroxy-3'-(triphenylsilyl)-[1,1'-biphenyl]-3-yl)boronic acid OC1=C(C=C(C=C1)C1=CC(=CC=C1)[Si](C1=CC=CC=C1)(C1=CC=CC=C1)C1=CC=CC=C1)B(O)O